METHACRYLOXYPROPYLTRIISOPROPOXYSILANE C(C(=C)C)(=O)OCCC[Si](OC(C)C)(OC(C)C)OC(C)C